C(C)N(C1=C(C=C(C(=O)OCC(C)C)C#N)C=CC=C1)CC isobutyl 2-diethylamino-α-cyanocinnamate